[Cl-].C(CCCCCCCCCCC)NC1=C(C(C1=O)=O)NCC(C[NH+](CCCC[NH2+]CCCCCCCCCCCCCC)CCCCCCCCCCCCCC)O mono(N1-(3-((2-(dodecylamino)-3,4-dioxocyclobut-1-en-1-yl)amino)-2-hydroxypropyl)-N1,N4-ditetradecylbutane-1,4-diaminium) monochloride